[Br-].C(CCC)[NH3+] N-butyl-ammonium bromide